9-fluoro-10-(2-hydroxyethoxy)-3-methyl-6-((((S)-1-(6-methylpyridin-3-yl)piperidin-3-yl)((2-methylpyridin-4-yl)methyl)amino)methyl)-2,3-dihydro-7H-[1,4]oxazino[2,3,4-ij]quinolin-7-one FC=1C=C2C(C(=CN3C2=C(C1OCCO)OCC3C)CN(CC3=CC(=NC=C3)C)[C@@H]3CN(CCC3)C=3C=NC(=CC3)C)=O